3-(2-chloro-3-(2,3,5,6-tetradeuterio-4-(2-oxo-1-pyridyl)phenyl)phenyl)piperidine-2,6-dione ClC1=C(C=CC=C1C1=C(C(=C(C(=C1[2H])[2H])N1C(C=CC=C1)=O)[2H])[2H])C1C(NC(CC1)=O)=O